9,9',9'',9'''-(4-(2,6-diphenylpyrimidin-4-yl)-6-(pyridin-4-yl)benzene-1,2,3,5-tetrayl)tetrakis(9H-carbazole) C1(=CC=CC=C1)C1=NC(=CC(=N1)C1=C(C(=C(C(=C1N1C2=CC=CC=C2C=2C=CC=CC12)C1=CC=NC=C1)N1C2=CC=CC=C2C=2C=CC=CC12)N1C2=CC=CC=C2C=2C=CC=CC12)N1C2=CC=CC=C2C=2C=CC=CC12)C1=CC=CC=C1